NC=1C=CC(=NC1C)C1=C(C(=NO1)C)CNC1=NC=CC(=N1)C1=CC=CC2=CC=CC=C12 N-((5-(5-amino-6-methylpyridin-2-yl)-3-methylisoxazol-4-yl)methyl)-4-(naphthalen-1-yl)pyrimidin-2-amine